N2,3-Ethenoguanine C1=CN2C3=C(C(=O)NC2=N1)NC=N3